ClCC1[C@@H]2CN(C[C@H]12)C(=O)OC(C)(C)C tert-butyl (1S,5R)-6-(chloromethyl)-3-azabicyclo[3.1.0]hexane-3-carboxylate